choline erucic acid C(CCCCCCCCCCC\C=C/CCCCCCCC)(=O)O.OCC[N+](C)(C)C